(R)-tert-butyl 3-(4-((7-fluorobenzo[d]isothiazol-6-yl)amino)quinazolin-6-yl)piperidine-1-carboxylate FC1=C(C=CC=2C=NSC21)NC2=NC=NC1=CC=C(C=C21)[C@@H]2CN(CCC2)C(=O)OC(C)(C)C